1-(Cyclopropylmethyl)-6-fluoro-8-(6-fluoro-1-methylsulfonylindazol-4-yl)-4,4,9-trimethyl-5H-pyrazolo[4,3-c]chinolin C1(CC1)CN1N=CC=2C(NC=3C(=CC(=C(C3C21)C)C2=C1C=NN(C1=CC(=C2)F)S(=O)(=O)C)F)(C)C